C1C(CCCCCCC)O1 1-Nonen oxid